N-(3-(3,3-dimethylbut-1-yn-1-yl)phenyl)-2-methoxy-N-methylpyrido[3,2-e][1,2,4]triazolo[4,3-a]pyrimidin-5-amine CC(C#CC=1C=C(C=CC1)N(C1=NC=2N(C3=C1C=CC(=N3)OC)C=NN2)C)(C)C